NC1=NC=C(C2=C1C(=C(S2)C=2CCN(CC2)C(C(=C)C)=O)C2=CC(=C(C=C2)OC2=NC=CC(=N2)C)F)C=2C=NN(C2)C 1-(4-(4-amino-3-(3-fluoro-4-((4-methylpyrimidin-2-yl)oxy)phenyl)-7-(1-methyl-1H-pyrazol-4-yl)thieno[3,2-c]pyridin-2-yl)-3,6-dihydropyridin-1(2H)-yl)-2-methylprop-2-en-1-one